(2S,4R)-1-[(2S)-3,3-dimethyl-2-[4-(1-methyl-4-piperidyl)triazol-1-yl]butanoyl]-4-hydroxy-N-methyl-pyrrolidine-2-carboxamide CC([C@@H](C(=O)N1[C@@H](C[C@H](C1)O)C(=O)NC)N1N=NC(=C1)C1CCN(CC1)C)(C)C